C(C)(C)(C)C1=CC(=NC=C1)C=1NC2=C(C=C(C(=C2C1)F)SC(C(=O)O)(C)C)F 2-((2-(4-(tert-Butyl)pyridin-2-yl)-4,7-difluoro-1H-indol-5-yl)thio)-2-methylpropanoic acid